5-nitrobenzimidazole-2-carbamate [N+](=O)([O-])C1=CC2=C(N=C(N2)NC(=O)[O-])C=C1